5-[2-bromo-6-(5-chloropyrimidin-2-yl)oxy-phenyl]-3-(difluoromethyl)isoxazole BrC1=C(C(=CC=C1)OC1=NC=C(C=N1)Cl)C1=CC(=NO1)C(F)F